tert-butyl (((tert-butoxycarbonyl)amino)(3-(3-(4-decyl-3-(trifluoromethyl)phenyl)-1,2,4-oxadiazol-5-yl)azetidin-1-yl)methylene)carbamate C(C)(C)(C)OC(=O)NC(N1CC(C1)C1=NC(=NO1)C1=CC(=C(C=C1)CCCCCCCCCC)C(F)(F)F)=NC(OC(C)(C)C)=O